6-(Benzyloxy)-3-bromoquinolin-5-ol C(C1=CC=CC=C1)OC1=C(C=2C=C(C=NC2C=C1)Br)O